ClC=1C(=C(C=CC1)NC1=NC=NC2=CC=C(C=C12)C1(CN(C1)C(C=C)=O)C)F 1-(3-(4-((3-Chloro-2-fluorophenyl)amino)quinazolin-6-yl)-3-methylazetidin-1-yl)prop-2-en-1-one